fluoro-L-proline FN1[C@@H](CCC1)C(=O)O